dimethyl cyclohex-1-en-1-ylboronate C1(=CCCCC1)B(OC)OC